FC(C1=NC(=CC(=N1)N1S(NC[C@H]1C(=O)N(C=1C=C(C=CC1)C)C)(=O)=O)C(F)(F)F)(F)F (S)-2-(2,6-bis(trifluoromethyl)pyrimidin-4-yl)-N-methyl-N-(m-tolyl)-1,2,5-thiadiazolidine-3-carboxamide 1,1-dioxide